3-(3-(dimethylamino)propylamino)-propylamine CN(CCCNCCCN)C